5-(cyclopropylmethoxy)pyridine-3-carboxylic acid C1(CC1)COC=1C=C(C=NC1)C(=O)O